(R)-3-chloro-4-((3,5-Difluoropyridin-2-yl)methoxy)-2'-(2-(2-hydroxypropan-2-yl)thiazol-4-yl)-6-methyl-5'-(methyl-d3)-2H-[1,4'-bipyridine]-2-one ClC=1C(N(C(=CC1OCC1=NC=C(C=C1F)F)C)C1=CC(=NC=C1C([2H])([2H])[2H])C=1N=C(SC1)C(C)(C)O)=O